benzyl [(5-bromo-1H-benzimidazol-2-yl)methyl]carbamate BrC1=CC2=C(NC(=N2)CNC(OCC2=CC=CC=C2)=O)C=C1